N[C@H]1C2N(CC1CC2)C(=O)C2=CC1=C(N(C(=N1)C1=CC=3C(=NC(=CC3)C=3C=C(C=NC3F)O)N1CC1CC1)C)C(=C2)OC 5-(2-{5-[(7R)-7-amino-2-azabicyclo[2.2.1]heptane-2-carbonyl]-7-methoxy-1-methyl-1H-1,3-benzodiazol-2-yl}-1-(cyclopropylmethyl)-1H-pyrrolo[2,3-b]pyridin-6-yl)-6-fluoropyridin-3-ol